FC(C(=O)O)(F)F.ClC=1C(=C(C=C(C1)C(=O)N1CCC2(CC1)CCN(CC2)CC2C(CNCC2)(F)F)N2C(NC(CC2)=O)=O)C 1-(3-Chloro-5-(9-((3,3-difluoropiperidin-4-yl)methyl)-3,9-diazaspiro[5.5]undecane-3-carbonyl)-2-methylphenyl)dihydropyrimidine-2,4(1H,3H)-dione trifluoroacetate